CC1=C(C(CCC1)(C)C)CC=O 2,6,6-Trimethyl-1-cyclohexene-1-acetaldehyde